O1CCC(CC1)NS(=O)(=O)C1=CC=CC=C1 N-(oxan-4-yl)benzene-1-sulfonamide